rac-(R)-4-(sec-butoxy)-5-iodopyrimidin-2-amine [C@@H](C)(CC)OC1=NC(=NC=C1I)N |r|